CN(C1=CC2=C(CC(O2)(C)C)C=C1NC(=O)C=1C=NN2C1N=CC=C2)C N-(6-(dimethylamino)-2,2-dimethyl-2,3-dihydrobenzofuran-5-yl)pyrazolo[1,5-a]pyrimidine-3-carboxamide